BrC1=C(C#N)C=CC=C1C(F)(F)F bromo-3-(trifluoromethyl)benzonitrile